dimethyl-(o-acetylphenyl)sulfonium oxide C[S+](C1=C(C=CC=C1)C(C)=O)(C)=O